5-(4-((6,6-difluorohexyl)oxy)-1,2,5-thiadiazol-3-yl)-1-methyl-1,2,3,6-tetrahydropyridin-1-ium (2R,3R)-3-carboxy-2,3-dihydroxypropanoate C(=O)(O)[C@@H]([C@H](C(=O)[O-])O)O.FC(CCCCCOC=1C(=NSN1)C1=CCC[NH+](C1)C)F